COC1=NC=CC=C1N1CCN(CC1)[C@@H]1CC2(CN(C2)C(=O)OCC)CC1 ethyl (6S)-6-(4-(2-methoxypyridin-3-yl)piperazin-1-yl)-2-azaspiro[3.4]octane-2-carboxylate